CN1N=C(C2=CC=C(C=C12)[C@@]12CCN([C@H]2CCCC1)C)C |r| 1,3-dimethyl-6-[rac-(3aS,7aS)-1-methyl-3,4,5,6,7,7a-hexahydro-2H-indol-3a-yl]indazole